C(CCC)OC(=O)C=1NC2=CC=C(C=C2C1)C 5-methylindole-2-carboxylic acid butyl ester